CC1=C(C=CC(=C1)C)N1N=C2N=C(NC(C2=C1)=O)OCCCC(F)(F)F 2-(2,4-dimethylphenyl)-6-(4,4,4-trifluorobutoxy)-2,5-dihydro-4H-pyrazolo[3,4-d]pyrimidin-4-one